C12(CC(C1)C2)N(C(OC(C)(C)C)=O)NC(=O)OC(C)(C)C tert-butyl N-(1-bicyclo[1.1.1]pentanyl)-N-(tert-butoxycarbonylamino)carbamate